4-(6-fluoropyridin-3-yl)-6-(2-hydroxy-2-methylpropyloxy)-7-methylpyrazolo[1,5-a]pyridine-3-carbonitrile FC1=CC=C(C=N1)C=1C=2N(C(=C(C1)OCC(C)(C)O)C)N=CC2C#N